tert-butyl (3S)-3-(((2-(2,6-dioxopiperidin-3-yl)-1-oxo-1,2-dihydrophthalazin-6-yl)oxy)methyl)pyrrolidine-1-carboxylate O=C1NC(CCC1N1C(C2=CC=C(C=C2C=N1)OC[C@@H]1CN(CC1)C(=O)OC(C)(C)C)=O)=O